Cl.CN(C1(CNC1)CC#N)C 2-(3-(dimethylamino)azetidin-3-yl)acetonitrile hydrochloride